NC=1C(=NN(C1)COCC[Si](C)(C)C)OCC1(CC1)C#N 1-(((4-amino-1-((2-(trimethylsilyl)ethoxy)methyl)-1H-pyrazol-3-yl)oxy)methyl)cyclopropane-1-carbonitrile